C(C)(=O)N(C1=CC=C(C=C1)C1=CC=C(C=N1)C(=O)NCC=1C(=NC=CC1)C)CC1COC1 6-[4-[Acetyl(oxetan-3-ylmethyl)amino]phenyl]-N-[(2-methyl-3-pyridyl)methyl]pyridine-3-carboxamide